2'-chloro-4-hydroxyl-6-methyl-5'-(Trifluoromethyl)-2H-[1,4'-bipyridyl]-2-one ClC1=NC=C(C(=C1)N1C(C=C(C=C1C)O)=O)C(F)(F)F